ClC=1C=C(C#N)C=C(C1)[C@@H](CN1C[C@H]([C@@H](C1)C)COC1=CC=C(C=C1)S(=O)(=O)C)O 3-chloro-5-[(1S)-1-hydroxy-2-[(3S,4S)-3-[(4-methylsulfonylphenoxy)methyl]-4-methylpyrrolidin-1-yl]ethyl]benzonitrile